(S)-6-((4-((1-cyclobutyl-2-hydroxyethyl)amino)-5-(5-methyl-1,3,4-oxadiazol-2-yl)pyrimidin-2-yl)amino)-3,4-dihydroisoquinolin-1(2H)-one C1(CCC1)[C@@H](CO)NC1=NC(=NC=C1C=1OC(=NN1)C)NC=1C=C2CCNC(C2=CC1)=O